(3-(8-((2-cyclopropyl-5-ethoxy-4'-fluoro-[1,1'-biphenyl]-4-yl)methyl)-2-oxo-1-oxa-3,8-diazaspiro[4.5]decan-3-yl)cyclobutyl)methanesulfonic acid C1(CC1)C1=C(C=C(C(=C1)CN1CCC2(CN(C(O2)=O)C2CC(C2)CS(=O)(=O)O)CC1)OCC)C1=CC=C(C=C1)F